tert-butyl-(R)-3-(acetoxymethyl)-4-(3-bromo-4-methyl-5-(trifluoromethyl)pyridin-2-yl)piperazine C(C)(C)(C)N1C[C@@H](N(CC1)C1=NC=C(C(=C1Br)C)C(F)(F)F)COC(C)=O